N-(1-Cyclopropyl-2-oxo-1,2-dihydropyridin-3-yl)-2-((1r,4r)-4-(2-(4-(4-(2,6-dioxopiperidin-3-yl)phenyl)piperazin-1-yl)ethyl)cyclohexyl)-6-methoxy-2H-indazole-5-carboxamid C1(CC1)N1C(C(=CC=C1)NC(=O)C1=CC2=CN(N=C2C=C1OC)C1CCC(CC1)CCN1CCN(CC1)C1=CC=C(C=C1)C1C(NC(CC1)=O)=O)=O